[Rh].[Al] aluminum-rhodium